methyl 3-fluoro-α-cyanocinnamate FC=1C=C(C=C(C(=O)OC)C#N)C=CC1